perfluorooctyl-sulfonamide fluoride [F-].FC(C(C(C(C(C(C(C(F)(F)F)(F)F)(F)F)(F)F)(F)F)(F)F)(F)F)(S(=O)(=O)N)F